N[C@@H](C(=O)O)CC(=O)C1=C(C=CC=C1)NC (R)-2-amino-4-(2-(methylamino)phenyl)-4-oxobutanoic acid